(R)-2-((2-methyl-6-(trifluoromethyl)-1,4-dihydropyridin-3-yl)sulfonyl)-6-(tetrahydro-2H-pyran-3-yl)-2,6-diazaspiro[3.3]heptane CC=1NC(=CCC1S(=O)(=O)N1CC2(C1)CN(C2)[C@H]2COCCC2)C(F)(F)F